FC1=C(C(=CC=C1)F)P(I)C1=C(C=CC=C1F)F bis(2,6-difluorophenyl)iodophosphine